CC1(COC1)C(C)=O 1-(3-methyloxetan-3-yl)ethanone